O=C1NC(CCC1N1CC2=CC=C(C=C2C1)N1CCN(CC1)CC1CCNCC1)=O 2-(2,6-dioxopiperidin-3-yl)-5-(4-(piperidin-4-ylmethyl)piperazin-1-yl)isoindoline